S-(4-chlorophenyl) benzenesulfonyl thiosulfate S(=O)(=O)(SC1=CC=C(C=C1)Cl)OS(=O)(=O)C1=CC=CC=C1